COC=1C=C(C(=O)NC(C(N2CC=CCC2C=2C=NC=CC2)=O)CC2=CC=CC=C2)C=CC1OC 3,4-dimethoxy-N-(1-oxo-3-phenyl-1-(6-(pyridin-3-yl)-5,6-dihydropyridin-1(2H)-yl)propan-2-yl)benzamide